8-methoxy-6-(3-(5-(6-propyl-2,6-diazaspiro[3.3]hept-2-yl)pyridin-2-yl)-4-(2,2,2-trifluoroethyl)-1H-pyrazol-5-yl)-[1,2,4]triazolo[1,5-a]pyridine COC=1C=2N(C=C(C1)C1=C(C(=NN1)C1=NC=C(C=C1)N1CC3(C1)CN(C3)CCC)CC(F)(F)F)N=CN2